C(C)N=C=NCCCN(C)C 3-(((ethylimino)methylene)-amino)-N,N-dimethylpropan-1-amine